bis(2,4-ditertiarybutylphenyl)phosphate C(C)(C)(C)C1=C(C=CC(=C1)C(C)(C)C)OP(=O)(OC1=C(C=C(C=C1)C(C)(C)C)C(C)(C)C)[O-]